C(#N)C=1C=C2C(=NC1)CN(C2)C(=O)OC(C)(C)C tert-butyl 3-cyano-5,7-dihydro-6H-pyrrolo[3,4-b]pyridine-6-carboxylate